3-[1-(2-fluoroethyl)-5-{[(oxan-4-yl)amino]methyl}-1H-indol-2-yl]prop-2-yn FCCN1C(=CC2=CC(=CC=C12)CNC1CCOCC1)C#CC